2-hydroxyethyl-amino-s-triazine tert-butyl-(R)-(1-ethylpiperidin-3-yl)carbamate C(C)(C)(C)N(C(O)=O)[C@H]1CN(CCC1)CC.OCCC1=NC(=NC=N1)N